FC=1[C@H](C[C@H]2C[C@H]([C@H]3[C@@H]4CC[C@H]([C@@H](CCC(=O)[O-])C)[C@]4(CC[C@@H]3[C@]2(C1)C)C)O)O 2-fluoro-3α,7α-dihydroxy-5β-chol-1-enoate